7-hydroxy-benzotriazole OC1=CC=CC2=C1NN=N2